FC(C1(CCC1)C=1C=C(C=CC1)N1CC2=C(C=C(C=C2C1=O)CN(C(OC(C)(C)C)=O)C1(CCC1)C)C(F)(F)F)(C1=NN=CN1C)F tert-butyl ((2-(3-(1-(difluoro(4-methyl-4H-1,2,4-triazol-3-yl)methyl)cyclobutyl)phenyl)-3-oxo-7-(trifluoromethyl)-isoindolin-5-yl)methyl)(1-methylcyclobutyl)carbamate